3-(4-(((S)-1-(3-methoxy-4-nitrophenyl)piperidin-3-yl)ethynyl)-1-oxoisoindolin-2-yl)piperidine-2,6-dione COC=1C=C(C=CC1[N+](=O)[O-])N1C[C@@H](CCC1)C#CC1=C2CN(C(C2=CC=C1)=O)C1C(NC(CC1)=O)=O